ClC1=NN2C=3CCCN(C3C=NC2=C1)C1=CC=C(C=C1)[C@@H](C(F)(F)F)N(C(=O)C1CNCC1)C N-[(1S)-1-[4-(4-chloro-2,3,7,10-tetrazatricyclo[7.4.0.02,6]trideca-1(9),3,5,7-tetraen-10-yl)phenyl]-2,2,2-trifluoro-ethyl]-N-methyl-pyrrolidine-3-carboxamide